1-methyl-4-(1-methylvinyl)-2-cyclohexen-1-ol CC1(C=CC(CC1)C(=C)C)O